(5R)-7-chloro-5-hydroxy-2,3,4,5-tetrahydro-1-benzazepin ClC=1C=CC2=C([C@@H](CCCN2)O)C1